bis(triphenylphosphoranylidene)ammonium tetrakis[3,5-bis(trifluoromethyl)phenyl]borate FC(C=1C=C(C=C(C1)C(F)(F)F)[B-](C1=CC(=CC(=C1)C(F)(F)F)C(F)(F)F)(C1=CC(=CC(=C1)C(F)(F)F)C(F)(F)F)C1=CC(=CC(=C1)C(F)(F)F)C(F)(F)F)(F)F.C1(=CC=CC=C1)P(C1=CC=CC=C1)(C1=CC=CC=C1)=[N+]=P(C1=CC=CC=C1)(C1=CC=CC=C1)C1=CC=CC=C1